2-bromo-1-[rac-(5s,7s)-7-fluoro-5-phenyl-6,7-dihydro-5H-pyrrolo[1,2-b][1,2,4]triazol-2-yl]ethanone BrCC(=O)C=1N=C2N(N1)[C@@H](C[C@@H]2F)C2=CC=CC=C2 |r|